4-((1-(3-(1,1-difluoro-2-hydroxyethyl)-2-methylphenyl)ethyl)amino)-2,6-dimethyl-6H-[1,4]oxazin FC(CO)(F)C=1C(=C(C=CC1)C(C)NN1C=C(OC(C1)C)C)C